3-glycidoxypropyl-trimethylethoxysilane C(C1CO1)OCCCC(C)O[Si](C)(C)C